1-[2-(2-benzyloxyethoxy)ethyl]-4-(4,4,5,5-tetramethyl-1,3,2-dioxaborolan-2-yl)pyrazole C(C1=CC=CC=C1)OCCOCCN1N=CC(=C1)B1OC(C(O1)(C)C)(C)C